1,3-dimethyl-N-(3-(3-(quinolin-6-yl)phenyl)propyl)-1H-pyrazole-5-carboxamide CN1N=C(C=C1C(=O)NCCCC1=CC(=CC=C1)C=1C=C2C=CC=NC2=CC1)C